3-((5-bromothiazol-2-yl)carbamoyl)-pyrrolidine-1-carboxylic acid tert-butyl ester C(C)(C)(C)OC(=O)N1CC(CC1)C(NC=1SC(=CN1)Br)=O